[3-(3,4-difluoro-5-methoxy-phenyl)pyrrolidin-1-yl]-(3-pyridazin-4-yl-1H-pyrazol-5-yl)methanone FC=1C=C(C=C(C1F)OC)C1CN(CC1)C(=O)C1=CC(=NN1)C1=CN=NC=C1